N-(3-(naphthalene-1-yl)phenyl)-5-phenylpyridine-2-amine C1(=CC=CC2=CC=CC=C12)C=1C=C(C=CC1)NC1=NC=C(C=C1)C1=CC=CC=C1